NC1=CC=C(C=C1)[Si](OC)(OC)OC p-AMINOPHENYLTRIMETHOXYSILANE